4-chloro-6,7-dimethoxypyrido[3,2-d]pyrimidine ClC=1C2=C(N=CN1)C=C(C(=N2)OC)OC